undecyl-6-formyldithienopyrrole C(CCCCCCCCCC)C1=CC2=C(C3=C(N2)SC(=C3)C=O)S1